FC1(CC(C1)OC1=C(C=CC(=C1)[N+](=O)[O-])C1=NN(C=N1)C)F 3-(2-(3,3-difluorocyclobutoxy)-4-nitrophenyl)-1-methyl-1H-1,2,4-triazole